C(C1=CC=CC=C1)C=1C=2N(C=C(N1)C1=NC(=NN1)C(F)(F)F)C=CN2 8-benzyl-6-(3-(trifluoromethyl)-1H-1,2,4-triazol-5-yl)imidazo[1,2-a]pyrazine